O=C1NC(CCC1N1C(C2=CC=C(C=C2C1)C(=O)N[C@@H](C(F)(F)F)C1CCOCC1)=O)=O 2-(2,6-dioxopiperidin-3-yl)-1-oxo-N-((R)-2,2,2-trifluoro-1-(tetrahydro-2H-pyran-4-yl)ethyl)isoindoline-5-carboxamide